1-(2,6-dimethylphenoxy)propan-2-amine CC1=C(OCC(C)N)C(=CC=C1)C